T-butyl (7-(2-cyclopropyl-2-oxoacetyl)-7-azaspiro[3.5]nonan-2-yl)-carbamate C1(CC1)C(C(=O)N1CCC2(CC(C2)NC(OC(C)(C)C)=O)CC1)=O